C1(CC1)N1CCC2(CC1)OC=1C=C(C=CC1C=1N=C(SC12)NC(=O)C=1C(=NC=NC1OC)OC)C(F)(F)F N-(1'-cyclopropyl-7-(trifluoromethyl)spiro[chromeno[4,3-d]thiazole-4,4'-piperidin]-2-yl)-4,6-dimethoxypyrimidine-5-carboxamide